5-(4-chloro-2,6-difluorophenoxy)-N-[(3S)-9-fluoro-2-oxo-5-phenyl-1,3-dihydro-1,4-benzodiazepine-3-yl]-1-(oxetan-3-yl)pyrazole-4-carboxamide ClC1=CC(=C(OC2=C(C=NN2C2COC2)C(=O)N[C@@H]2C(NC3=C(C(=N2)C2=CC=CC=C2)C=CC=C3F)=O)C(=C1)F)F